ClC1=NC=NC=C1OC1=C(C(=O)N(C(C)C)C(C)C)C=C(C=C1)F 2-[(4-chloropyrimidin-5-yl)oxy]-5-fluoro-N,N-di(prop-2-yl)benzamide